N-(4-(2-chloro-5-fluorophenoxy)-7-(5,6-dihydro-[1,2,4]triazolo[1,5-a]pyrazin-7(8H)-yl)-3-(1,3-dioxoisoindolin-2-yl)-1-methyl-1H-indazol-5-yl)-3-fluoro-5-(trifluoromethyl)benzamide ClC1=C(OC2=C3C(=NN(C3=C(C=C2NC(C2=CC(=CC(=C2)C(F)(F)F)F)=O)N2CC=3N(CC2)N=CN3)C)N3C(C2=CC=CC=C2C3=O)=O)C=C(C=C1)F